OC1=CC2=C(N=C(S2)C2=C3N=CC(=NC3=CC(=C2)C)OC)C(=C1)C(C(C)(C)C)=O 1-(6-hydroxy-2-(2-methoxy-7-methylquinoxalin-5-yl)benzo[d]thiazol-4-yl)-2,2-dimethylpropan-1-one